COC([C@H](C)N=P(=O)OC1=C(C=CC=C1)OC[C@H]1O[C@H]([C@]([C@@H]1O)(C)F)N1C2=NC(=NC(=C2N=C1)NCCC)N)=O (S)-2-{[(2r,3r,4r,5r)-5-(2-amino-6-propylamino-purin-9-yl)-4-fluoro-3-hydroxy-4-methyl-tetrahydro-furan-2-ylmethoxy]-phenoxy-phosphorylamino}-propionic acid methyl ester